N1(CCOCC1)C=1C=NC2=CC(=CC(=C2N1)[C@@H](C)NC1=C(C(=O)O)C=CC=C1)C(F)(F)F 2-[(1R)-1-[3-(morpholin-4-yl)-7-(trifluoromethyl)quinoxalin-5-yl]ethyl]aminobenzoic acid